CCCCCCCCCCCC(=O)CC1=CC(=CC(=O)O1)O The molecule is a 2-pyranone in which the hydrogens at positions 4 and 6 of 2H-pyran-2-one are replaced by hydroxy and 2-oxotridecyl groups respectively. It is a member of 2-pyranones, a ketone and a heteroaryl hydroxy compound.